FC=1C=CC=2C3=C(NC(C2C1)=O)COC[C@@H]3N(C(=O)C=3C=C1C=NNC1=CC3)C (R)-N-(8-fluoro-6-oxo-1,4,5,6-tetrahydro-2H-pyrano[3,4-c]isoquinolin-1-yl)-N-methyl-1H-indazole-5-carboxamide